ClC=1C=C(C=CC1F)NC(CSC=1OC(=NN1)C1=NNC(C1)(C(F)(F)F)C1=CC(=CC(=C1)Cl)Cl)=O N-(3-chloro-4-fluorophenyl)-2-((5-(5-(3,5-dichlorophenyl)-5-(trifluoromethyl)-4,5-dihydro-1H-pyrazol-3-yl)-1,3,4-oxadiazol-2-yl)thio)acetamide